2-(hydroxymethyl)-3-(oxetane-2-ylmethyl)imidazo[1,2-a]pyridine-6-carboxylic acid methyl ester COC(=O)C=1C=CC=2N(C1)C(=C(N2)CO)CC2OCC2